8-iodo-1,4-dioxaspiro[4.5]decane IC1CCC2(OCCO2)CC1